C(C)(C)(C)OC(=O)N1C2(CCC2)CC(CC1)NC1=CC=C2C(=NN(C2=C1)C)C1C(NC(CC1)=O)=O 8-[[3-(2,6-dioxo-3-piperidinyl)-1-methyl-indazol-6-yl]amino]-5-azaspiro[3.5]nonane-5-carboxylic acid tert-butyl ester